C1(=CC=CC=C1)C1=CC(=C(C=C1)OC1=CC=CC=C1)[N+](=O)[O-] 4-phenyl-2-nitro-1-phenoxybenzene